Tert-butyl (3-((4,4-difluoropiperidin-1-yl)methyl)-1-methyl-1H-indazol-5-yl)carbamate FC1(CCN(CC1)CC1=NN(C2=CC=C(C=C12)NC(OC(C)(C)C)=O)C)F